NC1=CC(=NN1C=1C=CC(=C(C#N)C1)F)C(C)(C)C 5-(5-amino-3-(tert-butyl)-1H-pyrazol-1-yl)-2-fluorobenzonitrile